(R)-3-methyl-N-(2,2,2-trifluoro-1-(4-fluorophenyl)ethyl)-[1,2,4]triazolo[4,3-b]pyridazine-6-sulfonamide CC1=NN=C2N1N=C(C=C2)S(=O)(=O)N[C@@H](C(F)(F)F)C2=CC=C(C=C2)F